tert-butyl N-(2-cyanoallyl)-N-[2-hydroxy-7-(4,4,5,5-tetramethyl-1,3,2-dioxaborolan-2-yl)-1-naphthyl]carbamate C(#N)C(CN(C(OC(C)(C)C)=O)C1=C(C=CC2=CC=C(C=C12)B1OC(C(O1)(C)C)(C)C)O)=C